N-[5-[5-[[(2S)-morpholin-2-yl]methoxy]-2-(trifluoromethyl)-4-pyridyl]pyrazolo[1,5-a]pyridin-2-yl]cyclopropanecarboxamide N1C[C@H](OCC1)COC=1C(=CC(=NC1)C(F)(F)F)C1=CC=2N(C=C1)N=C(C2)NC(=O)C2CC2